2-chloro-1-(2-(trimethylsilyl)ethoxymethyl)benzimidazole ClC1=NC2=C(N1COCC[Si](C)(C)C)C=CC=C2